C(C)(C)(C)OC(=O)N(CC[C@H]([C@@H](C(=O)O)NC(=O)OC(C)(C)C)C=CC)C(=O)OC(C)(C)C (2s,3s)-3-(2-(bis(tert-butoxycarbonyl)amino)ethyl)-2-(tert-butoxycarbonylamino)hex-4-enoic acid